P(=O)(OC1=C2C(=CNC2=CC=C1)CCN)(O)O [3-(aminoethyl)-1H-indol-4-yl] dihydrogen phosphate